(R)-ethyl 3-(5-((5-((5-bromo-2-nitrophenyl) amino)-4-methylpentyl) oxy)-1-methyl-1H-pyrazol-4-yl)-4-fluorobenzoate BrC=1C=CC(=C(C1)NC[C@@H](CCCOC1=C(C=NN1C)C=1C=C(C(=O)OCC)C=CC1F)C)[N+](=O)[O-]